N-((5-cyclohexylpyrazin-2-yl)methyl)-1-((2-(trimethylsilyl)ethoxy)methyl)-1H-benzo[d][1,2,3]triazol-5-amine C1(CCCCC1)C=1N=CC(=NC1)CNC1=CC2=C(N(N=N2)COCC[Si](C)(C)C)C=C1